dimethyltrifluoromethanesulfonamide CN(S(=O)(=O)C(F)(F)F)C